C1(CC1)CC1=C(C(=NN1C=1SC=C(N1)C(=O)O)C1=CC(=C(C=C1)F)F)CC1=CC(=C(C=C1)S(N)(=O)=O)F 2-(5-(Cyclopropylmethyl)-3-(3,4-difluorophenyl)-4-(3-fluoro-4-sulfamoylbenzyl)-1H-pyrazol-1-yl)thiazole-4-carboxylic acid